C(C1=CC=CC=C1)N(CCOCC1CCC(CC1)COC/C=C/C(=O)OC)CC1=CC=CC=C1 Methyl (E)-4-(((1s,4s)-4-((2-(dibenzylamino)ethoxy)methyl)cyclohexyl)methoxy)but-2-enoate